CC1=CC(=NC(=N1)N1CC(CC1)COC1=C(C=CC=C1)C(F)(F)F)C(=O)NS(=O)(=O)C 6-methyl-N-(methylsulfonyl)-2-(3-((2-(trifluoromethyl)phenoxy)methyl)pyrrolidin-1-yl)pyrimidine-4-carboxamide